ethyl 4-[2-chloro-6-cyano-4-[1-methyl-1-[4-[(2-methylsulfanylpyrimidin-4-yl)methoxy]phenyl]ethyl]phenoxy]-2-methyl-butanoate ClC1=C(OCCC(C(=O)OCC)C)C(=CC(=C1)C(C)(C1=CC=C(C=C1)OCC1=NC(=NC=C1)SC)C)C#N